N-(4-iodophenyl)-3-(pyrrolidin-2-yl)acryloylamide IC1=CC=C(C=C1)[N-]C(C=CC1NCCC1)=O